1-(((R)-7-((2S,4R)-2-(2,5-Difluorophenyl)-4-(methylamino)piperidine-1-carbonyl)-7-azaspiro[4.5]decan-10-yl)methyl)-4-phenyl-5,6-dihydropyridin-2(1H)-one FC1=C(C=C(C=C1)F)[C@H]1N(CC[C@H](C1)NC)C(=O)N1CC2(CCCC2)[C@@H](CC1)CN1C(C=C(CC1)C1=CC=CC=C1)=O